1-{6-[4-(aminomethyl)-4-methylpiperidin-1-yl]-1H-pyrazolo[3,4-b]pyrazin-3-yl}-4-(difluoromethyl)-1,2,3,4-tetrahydroquinoline-6-carbonitrile NCC1(CCN(CC1)C1=CN=C2C(=N1)NN=C2N2CCC(C1=CC(=CC=C21)C#N)C(F)F)C